7-benzyl-nonane-2,7-dicarboxylic acid 2-(tert-butyl) ester C(C)(C)(C)OC(=O)C(C)CCCCC(CC)(C(=O)O)CC1=CC=CC=C1